NC=1C=C2C(NC(C2=CC1)=O)C1=C(NC2=CC=CC=C12)CN1CCCC1 5-amino-3-{2-[(pyrrolidin-1-yl)methyl]-1H-indol-3-yl}-2,3-dihydro-1H-isoindol-1-one